O[C@]1(C[C@H]2CC[C@H]3[C@@H]4[C@@H](CC[C@@H]([C@]4(CC[C@@H]3[C@H]2CC1)C)[C@@H](CN1N=CC(=C1)C#N)C)C)C 1-((S)-2-((1R,4R,4aS,4bR,6aR,8R,10aS,10bR,12aR)-8-hydroxy-4,8,12a-trimethyloctadecahydrochrysen-1-yl)propyl)-1H-pyrazole-4-carbonitrile